COC1=CC=C(C=N1)CN1C[C@@](CC1)([C@H](C(F)(F)F)O)CCC1=CC=C(C#N)C=C1 |o1:14| 4-(2-((R)-1-((6-methoxypyridin-3-yl)methyl)-3-((R or S)-2,2,2-trifluoro-1-hydroxyethyl)pyrrolidin-3-yl)ethyl)benzonitrile